C(C)S(=O)C=1OC2=C(C=C(C=C2C(C1)=O)C)[C@@H](C)NC1=C(C(=O)OC)C(=CC=C1)F Methyl 2-[[(1R)-1-(2-ethylsulfinyl-6-methyl-4-oxo-chromen-8-yl)ethyl]amino]-6-fluoro-benzoate